FC1(CN(CC1)CCOC=1N=C(C2=C(N1)CN(CC2)C2=CC(=CC1=CC=CC=C21)O)N2CCN(CC2)C(C=C)=O)F 1-[4-[2-[2-(3,3-difluoropyrrolidin-1-yl)ethoxy]-7-(3-hydroxy-1-naphthyl)-6,8-dihydro-5H-pyrido[3,4-d]pyrimidin-4-yl]piperazin-1-yl]prop-2-en-1-one